methyl 6-((2-chloro-4-(trifluoromethyl) phenoxy) methyl)-4-fluorobenzoate ClC1=C(OCC2=CC(=CC=C2C(=O)OC)F)C=CC(=C1)C(F)(F)F